OCCC1CCN(CC1)S(=O)(=O)C=1C=CC(=C(C1)C1=NN2C(C(N1)=O)=C(C(=C2CCC)/C=N/O)C)OCCC (E)-2-(5-((4-(2-hydroxyethyl)piperidin-1-yl)sulfonyl)-2-propoxyphenyl)-5-methyl-4-oxo-7-propyl-3,4-dihydropyrrolo[2,1-f][1,2,4]triazine-6-carbaldehyde oxime